C1=CC=CC=2C3=CC=CC=C3C(C12)COC(=O)N([C@@H](C(=O)O)CC1=CC(NC=C1)=O)C (R)-2-((((9H-fluoren-9-yl)methoxy)carbonyl)(methyl)amino)-3-(2-oxo-1,2-dihydropyridin-4-yl)propanoic acid